1-(5-bromo-2-fluorophenyl)dihydropyrimidin-2,4(1H,3H)-dione BrC=1C=CC(=C(C1)N1C(NC(CC1)=O)=O)F